(R)-1-(4-((1-(3-amino-5-(trifluoromethyl)phenyl)ethyl)amino)-2-methyl-8,9-dihydro-7H-cyclopenta[h]quinazolin-6-yl)piperidin-4-ol NC=1C=C(C=C(C1)C(F)(F)F)[C@@H](C)NC1=NC(=NC2=C3C(=C(C=C12)N1CCC(CC1)O)CCC3)C